C(C)(=O)C1=NC=C(C(=C1)N1C(C(=C(C=C1C1CC1)OCC1=NC=C(C=C1F)F)Cl)=O)C 2'-acetyl-3-chloro-6-cyclopropyl-4-((3,5-difluoropyridin-2-yl)methoxy)-5'-methyl-2H-[1,4'-bipyridine]-2-one